iso-propyl cyanoacrylate C(#N)C(C(=O)OC(C)C)=C